NC1=NC=CC(=N1)NC1=NN2C(C=C(C=C2)C2=C(C=NC(=C2)OC(F)F)OCC(C#N)(C)C)=C1 3-[[4-[2-[(2-aminopyrimidin-4-yl)amino]pyrazolo[1,5-a]pyridin-5-yl]-6-(difluoromethoxy)-3-pyridyl]oxy]-2,2-dimethyl-propanenitrile